C(C1=CC=CC=C1)[C@H]1N(C(OC1)=O)C(CCCCC(OC)(OC)C1=CC(=CC(=C1)F)Br)=O (R)-4-benzyl-3-(6-(3-bromo-5-fluorophenyl)-6,6-dimethoxyhexanoyl)oxazolidin-2-one